isobutyl-methylxanthine C(C(C)C)CC1=NC=2NC(NC(C2N1)=O)=O